2-[3-{8-fluoro-2-[(2S)-2-methyl-azetidin-1-yl]quinazolin-4-yl}-2-oxo-3-azabicyclo[3.1.0]hex-6-yl]acetic acid FC=1C=CC=C2C(=NC(=NC12)N1[C@H](CC1)C)N1C(C2C(C2C1)CC(=O)O)=O